ClC=1C(=NC(=NC1)NC=1C=C(C=NC1)N1C(C2(CC1)CCNCC2)=O)C2=CC(=CC=C2)C2=CC=CC=C2 [5-[[5-chloro-4-(3-phenylphenyl)pyrimidin-2-yl]amino]-3-pyridyl]-2,8-diazaspiro[4.5]decan-1-one